5,7-difluoro-2-carbonyl-2,3-dihydrobenzo[d]oxazole-6-carbaldehyde FC=1C(=C(C2=C(NC(O2)=C=O)C1)F)C=O